CO[Si](CCC1=CC=C(C=C1)S(=O)(=O)N=[N+]=[N-])(OC)OC 4-[2-(trimethoxysilyl)ethyl]benzene-1-sulfonylazide